N-(((5S)-3-(4-(3,4-dihydroxypyrrolidin-1-yl)-3-fluorophenyl)-2-oxooxazolidin-5-yl)methyl)acetamide OC1CN(CC1O)C1=C(C=C(C=C1)N1C(O[C@H](C1)CNC(C)=O)=O)F